C(=O)C1=C(C=C(C=C1)C1N(CCC1)C(=O)OC(C)(C)C)OC tert-butyl 2-(4-formyl-3-methoxyphenyl)pyrrolidine-1-carboxylate